((3-(dimethylamino)propyl)azanediyl)bis(dodecane-1,2-diyl) dioctanoate C(CCCCCCC)(=O)OC(CN(CC(CCCCCCCCCC)OC(CCCCCCC)=O)CCCN(C)C)CCCCCCCCCC